2-(4-chloro-3-fluorophenoxy)-N-(3-{5-[4-(trifluoromethyl)phenoxy]-1,3,4-oxadiazol-2-yl}bicyclo[1.1.1]pentan-1-yl)acetamide ClC1=C(C=C(OCC(=O)NC23CC(C2)(C3)C=3OC(=NN3)OC3=CC=C(C=C3)C(F)(F)F)C=C1)F